ClC1=CC(=C(C(=O)NC2=CC(=CC=C2)S(N)(=O)=O)C=C1Cl)OC1=CC=C(C=C1)F 4,5-dichloro-2-(4-fluorophenoxy)-N-(3-sulfamylphenyl)benzamide